2-((1r,4R)-4-((E)-(tert-butoxyimino)(6-fluoro-2-methylpyridin-3-yl)methyl)cyclohexyl)-4-chloro-5-((((R)-tetrahydro-2H-pyran-3-yl)methyl)amino)pyridazin-3(2H)-one C(C)(C)(C)O\N=C(/C1CCC(CC1)N1N=CC(=C(C1=O)Cl)NC[C@@H]1COCCC1)\C=1C(=NC(=CC1)F)C